3,4-difluoro-5-(trifluoromethyl)benzoic acid FC=1C=C(C(=O)O)C=C(C1F)C(F)(F)F